[Pd].[Cu] copper-palladium salt